1-(8-Bromoimidazo[1,2-a]pyridin-3-yl)-3-(4-methoxybenzyl)dihydropyrimidine-2,4(1H,3H)dione BrC=1C=2N(C=CC1)C(=CN2)N2C(N(C(CC2)=O)CC2=CC=C(C=C2)OC)=O